7-chloro-N-{3-fluorobicyclo[1.1.1]pentan-1-yl}-N-methyl-1-{[2-(trimethylsilyl)ethoxy]methyl}pyrrolo[2,3-c]pyridine-2-carboxamide ClC=1N=CC=C2C1N(C(=C2)C(=O)N(C)C21CC(C2)(C1)F)COCC[Si](C)(C)C